alpha-hydroxymyristic acid OC(C(=O)O)CCCCCCCCCCCC